C1(CCCCC1)CCN1CC2=C(C(=C(C=C2CC1)O)N1CC(NS1(=O)=O)=O)F 5-[2-(2-cyclohexylethyl)-8-fluoro-6-hydroxy-1,2,3,4-tetrahydroisoquinolin-7-yl]-1λ6,2,5-thiadiazolidine-1,1,3-trione